FC(C=1C=C(C=C(C1)C(F)(F)F)C=1NC(=NN1)S=C1NC(=NC(=C1)Cl)S=C1OC2=C(N1)C=C(C=C2)F)(F)F 2-((4-((5-(3,5-bis(trifluoromethyl)phenyl)-4H-1,2,4-triazol-3-yl)thioxo)-6-chloropyrimidin-2-yl)thioxo)-5-fluorobenzo[d]oxazole